OC1=CC=C(C=C1)CC#N 2-(4-hydroxyphenyl)acetonitrile